(6R,9S)-10-((3,4-dichlorophenyl)carbamoyl)-6,7,8,9-tetrahydro-5H-6,9-epiminocyclohepta-[c]pyridine 2-oxide ClC=1C=C(C=CC1Cl)NC(=O)N1[C@H]2CC3=C(C=[N+](C=C3)[O-])[C@@H]1CC2